Ethylenbis(stearamide) C(CCCCCCCCCCCCCCCCCCC(=O)N)CCCCCCCCCCCCCCCCCC(=O)N